N-[8-fluoro-2-methylimidazo[1,2-a]pyridin-6-yl]-5-[5-(methylamino)-2-azabicyclo[2.1.1]hexan-2-yl]cinnoline-8-carboxamide FC=1C=2N(C=C(C1)NC(=O)C=1C=CC(=C3C=CN=NC13)N1C3C(C(C1)C3)NC)C=C(N2)C